3-methyl-5-(1-methylcyclopropyl)-4-oxo-4,5-dihydro-1H-pyrrolo[3,2-c]pyridine-7-carboxamide CC1=CNC2=C1C(N(C=C2C(=O)N)C2(CC2)C)=O